ClC1=CC2=C(C(=NO2)C2=C(C=CC=C2)[C@H](CC2=NC(=CC=C2F)S(=O)(=O)C(C)C)N)C=C1 (S)-1-[2-(6-Chlorobenzo[d]isoxazol-3-yl)phenyl]-2-(3-fluoro-6-isopropylsulfonylpyridin-2-yl)ethan-1-amine